(2E)-3-{4-[(3-tert-butyl-4-methoxyphenyl)carbonyl]phenyl}prop-2-enoic acid C(C)(C)(C)C=1C=C(C=CC1OC)C(=O)C1=CC=C(C=C1)/C=C/C(=O)O